(R)-4-phenyl-2-(2-(trifluoromethyl)pyrrolidin-1-yl)pyridin-3-amine C1(=CC=CC=C1)C1=C(C(=NC=C1)N1[C@H](CCC1)C(F)(F)F)N